BrC1=CC=C(C=C1)[C@H]1N([C@@H](CC=2C=C3C(=CC12)OCO3)C)CC(CO)(F)F 3-((5R,7R)-5-(4-bromophenyl)-7-methyl-7,8-dihydro-[1,3]dioxolano[4,5-g]isoquinolin-6(5H)-yl)-2,2-difluoropropan-1-ol